tert-butyl (N-(3-(4-(3-cyano-6,7-dimethoxyquinolin-4-yl)-1,4-diazepan-1-yl)-3-oxopropyl)sulfamoyl)carbamate C(#N)C=1C=NC2=CC(=C(C=C2C1N1CCN(CCC1)C(CCNS(=O)(=O)NC(OC(C)(C)C)=O)=O)OC)OC